N-((5-chlorothiazol-2-yl)methyl)-4-(5-(3,5-dichlorophenyl)-5-(trifluoromethyl)-4,5-dihydroisoxazol-3-yl)-2-methylbenzamide ClC1=CN=C(S1)CNC(C1=C(C=C(C=C1)C1=NOC(C1)(C(F)(F)F)C1=CC(=CC(=C1)Cl)Cl)C)=O